N1=CN=CC2=C1NC(C2=O)=O pyrrolo[2,3-d]pyrimidine-5,6(7H)-dione